C(C1=CC=CC=C1)(C1=CC=CC=C1)(C1=CC=CC=C1)O[C@H](COC1=CC=C(N)C=C1)C (S)-4-(2-(trityloxy)propoxy)aniline